C(OC1=C(C(=NN1C1=CC=C(C=C1)OC)C)C(NC1=CC(=CC=C1)C(C)(F)F)=O)(OCC(Cl)(Cl)Cl)=O 4-((3-(1,1-difluoroethyl) phenyl) carbamoyl)-1-(4-methoxyphenyl)-3-methyl-1H-pyrazol-5-yl (2,2,2-trichloroethyl) carbonate